CN(CCO)C 2-(dimethylamino)ethane-1-ol